(S)-(2-Amino-4-(benzyloxy)-5-methoxyphenyl)(6-(((tert-butyldimethylsilyl)oxy)methyl)-4-(thiophen-3-yl)-3,6-dihydropyridin-1(2H)-yl)methanone NC1=C(C=C(C(=C1)OCC1=CC=CC=C1)OC)C(=O)N1CCC(=C[C@H]1CO[Si](C)(C)C(C)(C)C)C1=CSC=C1